[Cl-].C(C1=CC=CC=C1)[N+](CCCCCCCCCCCC)(C)C benzyldimethyl-n-dodecylammonium chloride